NCC1=CC=C(C=C1)NC(=O)C1=CC2=C(OCCC3=C2SC=C3)C=C1C=1C(=NC(=CC1)C(=O)NCCC)C(=O)NO 3-(9-((4-(aminomethyl)phenyl)carbamoyl)-4,5-dihydrobenzo[b]thieno[2,3-d]oxepin-8-yl)-N2-hydroxy-N6-propylpyridine-2,6-dicarboxamide